NC1=CC=C(C=C1)N(C1=CC=C(C=C1)N)C1=CC=C(C=C1)N N,N-bis(4-aminophenyl)-1,4-phenylenediamine